3-[5-(4-bromophenyl)-4,5-dihydro-1H-pyrazol-3-yl]-6-chloro-4-phenyl-1H-quinolin-2-one BrC1=CC=C(C=C1)C1CC(=NN1)C=1C(NC2=CC=C(C=C2C1C1=CC=CC=C1)Cl)=O